S1CCNCC2=C1C=CC=C2 2,3,4,5-tetrahydrobenzo[f][1,4]thiazepin